COC1=CC=C2C(=N1)NC=C2C(CNC2=C(C=CC(=C2)C2=NC(=NS2)C)C)=O 1-(6-methoxy-1H-pyrrolo[2,3-b]pyridin-3-yl)-2-((2-methyl-5-(3-methyl-1,2,4-thiadiazol-5-yl)phenyl)amino)ethan-1-one